1-[4-(N,N-dimethylamino)phenyl]-1-phenylethylene CN(C)C1=CC=C(C=C1)C(=C)C1=CC=CC=C1